(S)-5-((1-(2-((1-aminoprop-2-yl)oxy)-5-fluoropyridin-3-yl)cyclopropyl)amino)-pyrazolo[1,5-a]Pyrimidine-3-carboxylic acid NC[C@H](C)OC1=NC=C(C=C1C1(CC1)NC1=NC=2N(C=C1)N=CC2C(=O)O)F